2,5-bis(1,1,3,3-tetramethylbutyl)-hydroquinone CC(CC(C)(C)C)(C)C1=C(O)C=C(C(=C1)O)C(CC(C)(C)C)(C)C